2-cyclobutyl-4-(3,3-difluorocyclobutyl)-3-oxobutanenitrile C1(CCC1)C(C#N)C(CC1CC(C1)(F)F)=O